(1S,2R)-N-(2-(piperidin-4-yl)ethyl)-2-(3'-(trifluoromethyl)-[1,1'-biphenyl]-4-yl)cyclopropanamine N1CCC(CC1)CCN[C@@H]1[C@H](C1)C1=CC=C(C=C1)C1=CC(=CC=C1)C(F)(F)F